2,4-dihydroxy-6-pentyl-3-((2E)-3,7,8-trimethylnona-2,6-dien-1-yl)benzoic acid OC1=C(C(=O)O)C(=CC(=C1C\C=C(\CCC=C(C(C)C)C)/C)O)CCCCC